7-{4-[4-(Benzyloxy)phenyl]piperidin-1-yl}-4-methyl-1H-indazole-3-carbonitrile C(C1=CC=CC=C1)OC1=CC=C(C=C1)C1CCN(CC1)C=1C=CC(=C2C(=NNC12)C#N)C